CCCCCCCCCCCCCC/C=C\\OC[C@H](COP(=O)([O-])OCC[NH3+])OC(=O)CC/C=C\\C/C=C\\C/C=C\\C/C=C\\C/C=C\\C/C=C\\CC The molecule is a 1-(Z)-alk-1-enyl-2-acyl-sn-glycero-3-phosphoethanolamine zwitterion in which the alk-1-enyl and acyl groups are specified as (1Z)-hexadecenyl and (4Z,7Z,10Z,13Z,16Z,19Z)-docosahexaenoyl respectively. It is a 1-(Z)-alk-1-enyl-2-acyl-sn-glycero-3-phosphoethanolamine zwitterion and a 1-O-(1Z-hexadecenyl)-2-acyl-sn-glycero-3-phosphoethanolamine zwitterion. It is a tautomer of a 1-(1Z-hexadecenyl)-2-(4Z,7Z,10Z,13Z,16Z,19Z-docosahexaenoyl)-sn-glycero-3-phosphoethanolamine.